COCCOC(C(=O)[O-])C(C)C 2-Methoxyethoxy-1-methylethylacetat